CC1=CC(=CC2=C1N=C(S2)C=2C(=C(C=CC2)C2=CC=CC=C2)C)CNCCO 2-({[4-methyl-2-(2-methylbiphenyl-3-yl)-1,3-benzothiazol-6-yl]methyl}amino)ethanol